ClC1=CC=C2C(=CNC2=C1C1=NC=CN=C1Cl)S(=O)(=O)NC1=NC(=C(C(=N1)OC)CC(F)F)OC 6-chloro-7-(3-chloropyrazin-2-yl)-N-[5-(2,2-difluoroethyl)-4,6-dimethoxy-pyrimidin-2-yl]-1H-indole-3-sulfonamide